N-((R)-1-(3-Amino-5-(trifluoromethyl)phenyl)ethyl)-2,7-dimethyl-6-(tetrahydrofuran-3-yl)-7,8-dihydro-6H-[1,4]oxazino[3,2-g]quinazolin-4-amine NC=1C=C(C=C(C1)C(F)(F)F)[C@@H](C)NC1=NC(=NC2=CC3=C(C=C12)N(C(CO3)C)C3COCC3)C